5-(6-{[2-(1H-imidazol-1-yl)-2-methylpropoxy]methyl}-3-(1H-imidazol-4-yl)imidazo[1,2-a]pyrimidin-2-yl)-3-(trifluoromethyl)-1H-1,2,4-triazole N1(C=NC=C1)C(COCC=1C=NC=2N(C1)C(=C(N2)C2=NC(=NN2)C(F)(F)F)C=2N=CNC2)(C)C